4-(2-(1H-indol-3-yl)ethyl-1,1-d2)Morpholine N1C=C(C2=CC=CC=C12)CC([2H])([2H])N1CCOCC1